1-(2,6-diethylphenyl)-2-(2-methylpropan-1-en-1-yl)-6-oxo-5-(4-(4-(trifluoromethyl)phenyl)thiazol-2-yl)-1,6-dihydropyridine-3-carboxylic acid C(C)C1=C(C(=CC=C1)CC)N1C(=C(C=C(C1=O)C=1SC=C(N1)C1=CC=C(C=C1)C(F)(F)F)C(=O)O)C=C(C)C